C(=O)OC=O formoxymethylene ether